NC=1C=C(C(=O)OC)C=C(N1)C1=CN=C(S1)OC(C)C methyl 2-amino-6-(2-isopropoxythiazol-5-yl)isonicotinate